7-Cyclopentyl-2-(5-{4-[2-(2-hydroxyethoxy)-ethyl]-piperazin-1-yl}-pyridin-2-ylamino)-7H-pyrrolo[2,3-d]pyrimidine-6-carboxylic acid dimethylamide CN(C(=O)C1=CC2=C(N=C(N=C2)NC2=NC=C(C=C2)N2CCN(CC2)CCOCCO)N1C1CCCC1)C